S1(C=CC=C1)=N thiopheneimidon